4-(4-chlorophenyl)-6-ethoxy-2-(quinolin-6-yl)pyrido[3,2-c]pyridazin-3(2H)-one ClC1=CC=C(C=C1)C1=C2C(=NN(C1=O)C=1C=C3C=CC=NC3=CC1)C=CC(=N2)OCC